5,7-Dimethyl-N-(4-(Piperazin-1-Yl)Phenyl)Pyrazolo[1,5-A]Pyrimidine-3-Carboxamide CC1=NC=2N(C(=C1)C)N=CC2C(=O)NC2=CC=C(C=C2)N2CCNCC2